ClC=1C=C(C=CC1OC)C1=NN2C(CN(CC2)C(=O)OC(C)(C)C)=C1I tert-butyl 2-(3-chloro-4-methoxyphenyl)-3-iodo-6,7-dihydropyrazolo[1,5-a]pyrazine-5(4H)-carboxylate